C1(=CC=CC=C1)S(=O)(=O)N1C(=CC2=C1N=C(C=C2NCC2=CC=CC=C2)Cl)C 1-(Benzenesulfonyl)-N-benzyl-6-chloro-2-methyl-1H-pyrrolo[2,3-b]pyridin-4-amine